C(=C)(C)C=1OC(CN1)(C)C 2-Isopropenyl-5,5-dimethyl-2-oxazolin